OC1=CNS(C2=C1C=CC=C2)(=O)=O 4-hydroxy-1,2-benzothiazine 1,1-dioxide